rhodium (III) chloride potassium salt [K].[Rh](Cl)(Cl)Cl